NC(CCC(=O)O)CCN γ,ε-diaminohexanoic acid